CC1=C(C(=O)N[C@H](C)C2=CC=CC3=CC=CC=C23)C=C(C=C1)NC=1SC=CC1 (R)-2-methyl-N-(1-(naphthalen-1-yl)ethyl)-5-(thiophen-2-ylamino)benzamide